ClC=1C=C(N)C=C(C1CC1=NNC(C(=C1)C(C)C)=O)Cl 3,5-dichloro-4-((5-isopropyl-6-oxo-1,6-dihydropyridazin-3-yl)methyl)aniline